N,N'-di-sec-butylbenzidine C(C)(CC)NC1=CC=C(C=C1)C1=CC=C(NC(C)CC)C=C1